S1B=CC=C1 thiaborole